CN1N=CC(=C1)C(=O)NC1=CC2=C(C=N1)C=C(N2)C=2C=NN(C2)C 1-methyl-N-(2-(1-methyl-1H-pyrazol-4-yl)-1H-pyrrolo[3,2-c]pyridin-6-yl)-1H-pyrazole-4-carboxamide